O=C1NC(CCC1N1C(N(C2=C1C=CC(=C2)NC2=C(C=C(C=C2)CC(=O)NC2=CC1=CC(=C(C(=C1C=C2)F)N2S(NC(C2)=O)(=O)=O)O)F)C)=O)=O 2-[4-[[1-(2,6-dioxo-3-piperidyl)-3-methyl-2-oxo-benzimidazol-5-yl]amino]-3-fluoro-phenyl]-N-[5-fluoro-7-hydroxy-6-(1,1,4-trioxo-1,2,5-thiadiazolidin-2-yl)-2-naphthyl]acetamide